3-nitro-5-(trifluoromethyl)aniline tert-butyl-4-(5-(trifluoromethyl)pyrimidin-2-yl)-3,6-dihydropyridine-1(2H)-carboxylate C(C)(C)(C)OC(=O)N1CCC(=CC1)C1=NC=C(C=N1)C(F)(F)F.[N+](=O)([O-])C=1C=C(N)C=C(C1)C(F)(F)F